ClC1=C(C(=O)NC2=C3C=CNC3=CC=C2)C=CC=C1 2-chloro-N-(1H-indol-4-yl)benzamide